N[C@]1([C@@H](CC[C@H](C1)CCB(O)O)CNC([C@H](CC(=O)N)NC(=O)OC(C)(C)C)=O)C(=O)O (1R,2S,5R)-1-amino-2-(((S)-4-amino-2-((tert-butoxycarbonyl)amino)-4-oxobutanamido)methyl)-5-(2-boronoethyl)cyclohexane-1-carboxylic acid